dichloro[1,3-bis(2,4,6-trimethylphenyl)-2-imidazolidinylidene][(tricyclohexyl-phosphoranyl)methylidene]ruthenium(II) tetrafluoroborate F[B-](F)(F)F.Cl[Ru-4](=CP(C1CCCCC1)(C1CCCCC1)C1CCCCC1)(=C1N(CCN1C1=C(C=C(C=C1C)C)C)C1=C(C=C(C=C1C)C)C)Cl